6-(4-(4H-1,2,4-triazol-3-yl)phenyl)-4-(3-(trifluoromethyl)benzyl)-3,4-dihydropyrazino[2,3-b]pyrazin-2(1H)-one N=1N=C(NC1)C1=CC=C(C=C1)C=1N=C2C(=NC1)NC(CN2CC2=CC(=CC=C2)C(F)(F)F)=O